Cl.NC=1C=C(C=CC1)B(O)O (3-aminophenyl)boronic acid hydrochloride salt